C1COC(CCCCCCCC(=O)O1)=O azelaic acid 1,2-ethylene ester